4-(6-(Methoxycarbonyl)-2-(methyl-d3)pyridin-3-yl)piperazine-1-carboxylate COC(=O)C1=CC=C(C(=N1)C([2H])([2H])[2H])N1CCN(CC1)C(=O)[O-]